bromo-4-fluoro-2-(pent-4-en-1-yl)benzene BrC1=C(C=C(C=C1)F)CCCC=C